C(CCCCCCCCC\C=C\CC)CC(=O)O.CC1=NOC(=C1C1=NC2=CC(=CC(=C2C=C1C=1C=NC(=CC1)OC)C(C)=O)C)C 1-(2-(3,5-dimethylisoxazol-4-yl)-3-(6-methoxypyridin-3-yl)-7-methylquinolin-5-yl)ethan-1-one (E)-tetradec-11-en-1-ylacetate